1-(5-{3-amino-5-[4-(trifluoromethoxy)benzene-1-sulfonyl]pyridin-2-yl}-1,3,4-oxadiazol-2-yl)ethan-1-ol NC=1C(=NC=C(C1)S(=O)(=O)C1=CC=C(C=C1)OC(F)(F)F)C1=NN=C(O1)C(C)O